N,N'-dimethyl-N,N'-di(2-picolyl)ethylenediamine CN(CCN(CC1=NC=CC=C1)C)CC1=NC=CC=C1